BrC1=C(C=C(C=C1)N1C=NC=C1)OCOC 1-(4-bromo-3-(methoxymethoxy)phenyl)-1H-imidazole